OC=1C=C(C=C(C1)OS(=O)(=O)F)\C=C\C1=CC=C(C=C1)O 3,4'-dihydroxy-5-fluorosulfonyloxy-trans-stilbene